1,5-diaminocyclooctane NC1CCCC(CCC1)N